(5-phenylpyrimidin-4-ylamino)butyric acid C1(=CC=CC=C1)C=1C(=NC=NC1)NC(C(=O)O)CC